N4-cyclohexyl-N2-(3,5-difluorophenyl)quinazoline-2,4-diamine C1(CCCCC1)NC1=NC(=NC2=CC=CC=C12)NC1=CC(=CC(=C1)F)F